hex-5-en-1-yl-phosphonic acid C(CCCC=C)P(O)(O)=O